C(CCC)[C@H]1NS(C2=C(N(C1)C1=CC=CC=C1)C=C(C(=C2)CSCC(=O)O)OC)(=O)=O (R)-2-(((3-butyl-7-methoxy-1,1-dioxido-5-phenyl-2,3,4,5-tetrahydro-1,2,5-benzothiadiazepin-8-yl)methyl)thio)acetic acid